C1(CCCCC1)P(C1=C(C=CC=C1)C1=C(C=CC=C1C(C)C)C(C)C)C1CCCCC1.[Cl] chlorine (2-dicyclohexylphosphino-2',6'-diisopropyl-1,1'-biphenyl)